C1=CC=CC=2C3=CC=CC=C3N(C12)C1(CC(=CC=C1)C1=CC=CC=C1)N1C2=CC=CC=C2C=2C=CC=CC12 3,3-bis(9-carbazolyl)-biphenyl